(2R,4R)-4-methyl-5-oxo-2-phenyloxazolidine-3-carboxylic acid benzyl ester C(C1=CC=CC=C1)OC(=O)N1[C@H](OC([C@H]1C)=O)C1=CC=CC=C1